N1(CCCCC1)C1CCN(CC1)CC1=CC=C(C=C1)NC(C1=CC=C(C=C1)NC1=C(C=C(C=C1)Cl)F)=O N-(4-([1,4'-bipiperidin]-1'-ylmethyl)phenyl)-4-((4-chloro-2-fluorophenyl)amino)benzamide